C(C)(C)N(C(=O)C1=C(OC2=C(N=CN=N2)N2C[C@@H](CC2)CN2CCC3(CC2)CCC(CC3)NC(=O)[C@@H]3OCCC3)C=CC(=C1)F)C(C)C (R)-N-(3-(((S)-1-(6-(2-(diisopropylcarbamoyl)-4-fluorophenoxy)-1,2,4-triazin-5-yl)pyrrolidin-3-yl)methyl)-3-azaspiro[5.5]undec-9-yl)tetrahydrofuran-2-carboxamide